5-(5-(Trifluoromethyl)piperidin-2-yl)benzo[d]thiazole FC(C1CCC(NC1)C=1C=CC2=C(N=CS2)C1)(F)F